C(#N)C1=C(C=C(C=C1)F)C(F)(F)F 2-Cyano-5-fluorobenzotrifluoride